tert-butyl (R)-(1-(3-cyano-2-methoxyphenyl)ethyl)carbamate C(#N)C=1C(=C(C=CC1)[C@@H](C)NC(OC(C)(C)C)=O)OC